Isosuccinate C(C(C)C(=O)[O-])(=O)[O-]